2-(1-(2-(dimethylamino)ethoxy)-9H-carbazol-2-yl)aniline dihydrochloride Cl.Cl.CN(CCOC1=C(C=CC=2C3=CC=CC=C3NC12)C1=C(N)C=CC=C1)C